O1C=C(C=C1)C=1C(=CC2=CN(N=C2C1)CC(C)(O)C)[N+](=O)[O-] 1-(6-(furan-3-yl)-5-nitro-2H-indazol-2-yl)-2-methylpropan-2-ol